C(C)OC(=O)C1=C(N=NN1C1=C(C=C(C=C1)Cl)C=1C=NNC(C1Cl)=O)C(F)(F)F 1-(4-chloro-2-(5-chloro-6-oxo-1,6-dihydropyridazin-4-yl)phenyl)-4-(trifluoromethyl)-1H-1,2,3-triazole-5-carboxylic acid ethyl ester